5-(1H-pyrazol-1-yl)pentanoic acid ethyl ester C(C)OC(CCCCN1N=CC=C1)=O